3-(4-(trifluoromethyl)phenyl)propan-2-yn-1-ol FC(C1=CC=C(C=C1)C#CCO)(F)F